C(C)(C)(C)[S@](=O)N[C@@H](CCCC1OCCO1)[C@]1(CN(CC1)C(=O)OCC1=CC=CC=C1)C benzyl (3R)-3-[(1S)-1-[[(S)-tert-butylsulfinyl]amino]-4-(1,3-dioxolan-2-yl) butyl]-3-methyl-pyrrolidine-1-carboxylate